(E)-p-coumaric acid C(\C=C\C1=CC=C(C=C1)O)(=O)O